(S)-6-chloro-7-(4-fluorobenzyl)-2-methyl-2,3-dihydro-1H-pyrido[2,3-b][1,4]oxazine ClC=1C(=CC2=C(OC[C@@H](N2)C)N1)CC1=CC=C(C=C1)F